2-(2-fluoro-3-(2-(((S)-phenyl((R)-1,2,3,4-tetrahydro-1,5-naphthyridin-3-yl)methyl)amino)ethyl)phenyl)acetic acid FC1=C(C=CC=C1CCN[C@@H]([C@H]1CNC2=CC=CN=C2C1)C1=CC=CC=C1)CC(=O)O